C1(CC1)C=1C=2N(C=CC1)N=C(C2)[C@H]2N(CCC1=C2N=CN1)C(=O)C=1OC(=NN1)C=1C=NN(C1)C(F)(F)F (S)-(4-(4-cyclopropylpyrazolo[1,5-a]pyridin-2-yl)-1,4,6,7-tetrahydro-5H-imidazo[4,5-c]pyridin-5-yl)(5-(1-(trifluoromethyl)-1H-pyrazol-4-yl)-1,3,4-oxadiazol-2-yl)methanone